C1=CC=CC2=C1S(C1=C2OC2=C1C=CC=C2)(=O)=O benzo[4,5]thieno[3,2-b]benzofuran 10,10-dioxide